1-aminomannose NC(=O)[C@@H](O)[C@@H](O)[C@H](O)[C@H](O)CO